C(C)(C)(C)OC(=O)NC1=CC=C(OCCOCCOCCOCCOCCOCCNC(OCC2=CC=CC=C2)=O)C=C1 benzyl N-(17-{4-[(tert-butoxycarbonyl)amino]phenoxy}-3,6,9,12,15-pentaoxaheptadecan-1-yl)carbamate